phosphonic acid bis(hexafluoroisopropyl) ester FC(C(C(F)(F)F)OP(OC(C(F)(F)F)C(F)(F)F)=O)(F)F